C12CC(CC2C1)OCC=1C=C(C=CC1C=1C=NC=C(C1C)OCC)NC1(NCOC1)C(=O)O 4-{[3-({bicyclo[3.1.0]hex-3-yloxy}methyl)-4-(5-ethoxy-4-methylpyridin-3-yl)phenyl]amino}oxazolidine-4-carboxylic acid